C(C)(C)NCC(=O)[O-] N-isopropylglycinate